OCC[N-]CCO N,N-bis(hydroxyethyl)amide